OCC(C(=O)OCC)(C(=O)OCC)C Diethyl 2-(hydroxymethyl)-2-methylmalonate